C(C)OC(=O)N1CCN(CCC1)C1CCC(CC1)C(N(C)OC)=O 4-{4-[methoxy(methyl)carbamoyl]Cyclohexyl}-1,4-diazepan-1-carboxylic acid ethyl ester